L-1-butyl-3-methylimidazole bromide [Br-].C(CCC)N1CN(C=C1)C